BrC=1C=C2C(=CC=NC2=CC1)C(=O)N[C@@H]1CCO[C@]12O[C@@H]([C@@H]([C@@H]([C@H]2O)N2N=NC(=C2)C2=CC(=C(C(=C2)F)F)F)O)CO 6-bromo-N-((4r,5s,7r,8r,9s,10r)-8,10-dihydroxy-7-(hydroxymethyl)-9-(4-(3,4,5-trifluorophenyl)-1H-1,2,3-triazol-1-yl)-1,6-dioxaspiro[4.5]dec-4-yl)quinoline-4-carboxamide